NC=1C2=C(N=CN1)N(C(=C2C2=CC(=C(C=C2)OC2=CC=CC=C2)OC)C#CC2(CN(C2)C2CCN(CC2)C(C=C)=O)F)C 1-(4-(3-((4-amino-5-(3-methoxy-4-phenoxyphenyl)-7-methyl-7H-pyrrolo[2,3-d]pyrimidin-6-yl)ethynyl)-3-fluoroazetidin-1-yl)piperidin-1-yl)prop-2-en-1-one